OC[C@H](C1=CC=CC=C1)NC1=NC(=NC=C1C1=NC(=NO1)C=1C=NC=CC1)NC1=CC2=C(B(OC2(C)C)O)C=C1 (S)-5-((4-((2-hydroxy-1-phenylethyl)amino)-5-(3-(pyridin-3-yl)-1,2,4-oxadiazol-5-yl)pyrimidin-2-yl)amino)-3,3-dimethylbenzo[c][1,2]oxaborol-1(3H)-ol